5-acetyl-4-(benzo[b]thiophen-3-yl)-2-methyl-6-(trifluoromethyl)-1,4-dihydropyridine-3-carboxylic acid methyl ester COC(=O)C1=C(NC(=C(C1C=1C2=C(SC1)C=CC=C2)C(C)=O)C(F)(F)F)C